C(CCCCCCC\C=C/C\C=C/CCCCC)(=O)OC(CCCCCCC\C=C/C\C=C/CCCCC)=O linoleic anhydride